C1(=CC=C(C=C1)N(C1=CC=CC=2C3(C4=CC=CC=C4C12)C1=CC=CC=C1C=1C=CC=CC13)C1=CC=C(C=C1)C=1C=CC=3N(C2=CC=CC=C2C3C1)C1=CC=CC=C1)C1=CC=CC=C1 N-(1,1-biphenyl-4-yl)-N-[4-(9-phenyl-9H-carbazol-3-yl)phenyl]-9,9'-spirobi(9H-fluoren)-4-amine